C1(=CCCC1)C=1C(=CC(=C(C(=O)NCC2=CN=CO2)C1)C1CC1)OC 5-(cyclopent-1-en-1-yl)-2-cyclopropyl-4-methoxy-N-(oxazol-5-ylmethyl)benzamide